C1(CCCCC1)[C@H](C(=O)N1[C@@H](C[C@H](C1)O)C(=O)NC)N1N=NC(=C1)C=1OC=CC1 (2S,4R)-1-((R)-2-cyclohexyl-2-(4-(furan-2-yl)-1H-1,2,3-triazol-1-yl)acetyl)-4-hydroxy-N-methylpyrrolidine-2-carboxamide